[Ni].[N+](=O)([O-])C=1C=C(C(=O)O)C=C(C1)[N+](=O)[O-] 3,5-dinitrobenzoic acid nickel